Cl.N[C@@]1(C[C@@H](CC1)CC)COC1=C(C#N)C(=CC(=C1)C1=CN=C2N1C(=CC=C2)OC)OC 2-(((1s,3r)-1-amino-3-ethylcyclopentyl)methoxy)-6-methoxy-4-(5-methoxyimidazo[1,2-a]pyridin-3-yl)benzonitrile hydrochloride